2-((2-(trimethylsilyl)ethoxy)methoxy)aniline C[Si](CCOCOC1=C(N)C=CC=C1)(C)C